C1N(CCC2=CC=CC=C12)CC(CN1C(C2=CC=C(C=C2CC1)C(=O)N(C)C)=O)O 2-(3-(3,4-dihydroisoquinoline-2(1H)-yl)-2-hydroxypropyl)-N,N-dimethyl-1-oxo-1,2,3,4-tetrahydroisoquinoline-6-carboxamide